C1=CC=CC=2C3=CC=CC(=C3C=CC12)O phenanthren-8-ol